Dimethylaminoisopropyl chloride hydrochloride Cl.CN(C)C(C)(C)Cl